BrC=1SC=2CN(CCC2N1)C1=NC=NC2=CC=C(C=C12)C 2-bromo-5-(6-methylquinazolin-4-yl)-4,5,6,7-tetrahydrothiazolo[5,4-c]pyridine